bis(3-amino-4-hydroxyphenyl)sulfone NC=1C=C(C=CC1O)S(=O)(=O)C1=CC(=C(C=C1)O)N